(6-methoxy-5-(prop-2-yn-1-ylamino)pyridin-2-yl)dimethylphosphine COC1=C(C=CC(=N1)P(C)C)NCC#C